C(C1=CC=CC=C1)N1CCC(CC1)CNS(=O)(=O)C=1C=C(C(=O)NO)C=CC1 3-(N-((1-benzylpiperidin-4-yl)methyl)sulfamoyl)-N-hydroxybenzoamide